2-(2,3-difluoro-6-(2-morpholinothiazol-4-yl)phenoxy)-N-(2-(2-(2-((2-(2,6-dioxopiperidin-3-yl)-6-fluoro-1,3-dioxoisoindolin-5-yl)amino)ethoxy)ethoxy)ethyl)acetamide FC1=C(OCC(=O)NCCOCCOCCNC=2C=C3C(N(C(C3=CC2F)=O)C2C(NC(CC2)=O)=O)=O)C(=CC=C1F)C=1N=C(SC1)N1CCOCC1